BrC=1C=C(C=C2CCNC12)S(=O)(=O)N1CCC(CC1)C1=CC=CC=C1 7-bromo-5-[(4-phenyl-1-piperidyl)sulfonyl]indoline